C1(=CC=CC=C1)N1C2=NC(=NC(=C2N=C1)Cl)Cl 9-phenyl-2,6-dichloro-9H-purine